L-Valin N[C@@H](C(C)C)C(=O)O